FC1=C2C(OC(C2=CC=C1)=O)=O 4-fluoroisobenzofuran-1,3-dione